N-(4-(4-(2-(4,4-difluoropiperidin-1-yl)-6-methoxypyrimidin-4-yl)-1H-imidazol-1-yl)-3-(6-azaspiro[2.5]octan-6-yl)phenyl)-2-hydroxyethane-1-sulfonamide FC1(CCN(CC1)C1=NC(=CC(=N1)C=1N=CN(C1)C1=C(C=C(C=C1)NS(=O)(=O)CCO)N1CCC2(CC2)CC1)OC)F